C(C)(=O)N1CCC(CC1)NC(OC(C)(C)C)=O tert-Butyl N-(1-acetylpiperidin-4-yl)carbamate